1-cyclopropyl-6-fluoro-8-methoxy-7-{(4S,7S)-octahydro-6H-pyrrolo[3,4-b]pyridin-6-yl}-4-oxo-1,4-dihydroquinoline-3-carboxylic acid C1(CC1)N1C=C(C(C2=CC(=C(C(=C12)OC)N1CC2NCCCC2C1)F)=O)C(=O)O